COC(=O)[C@@H]1C[C@@H](N(CC1)CCCC(=O)O)C(F)(F)F 4-((2R,4S)-4-(methoxycarbonyl)-2-(trifluoromethyl)piperidin-1-yl)butanoic acid